9-hydroxy-trans-10,12-octadecadienoic acid OC(CCCCCCCC(=O)O)\C=C\C=CCCCCC